BrC1=CC(=C(C(=C1)F)C(C=O)(C)C)F 2-(4-bromo-2,6-difluoro-phenyl)-2-methyl-propanal